(E)-2-amino-5-(3-oxo-3-(m-toluylamino)prop-1-en-1-yl)-4'-sulfamoyl-[1,1'-biphenyl]-3-carboxamide NC1=C(C=C(C=C1C(=O)N)\C=C\C(NC=1C=C(C=CC1)C)=O)C1=CC=C(C=C1)S(N)(=O)=O